(E)-3,4-bis(difluoromethoxy)phenyl-2-propenoic acid FC(OC=1C=C(C=CC1OC(F)F)C(C(=O)O)=C)F